perfluorot-butyl methacrylate C(C(=C)C)(=O)OC(C(F)(F)F)(C(F)(F)F)C(F)(F)F